mononaphthalene formate C(=O)O.C1=CC=CC2=CC=CC=C12